N-acetyl-N-[3-fluoro-5-(2-oxocyclopentyl)pyridin-2-yl]acetamide C(C)(=O)N(C(C)=O)C1=NC=C(C=C1F)C1C(CCC1)=O